NC1=C(C=C(C=C1C1=CC=C(C=C1)S(N)(=O)=O)C#CCC1=C(C(=O)O)C=CC=C1OC)C(N)=O 3-(6-amino-5-carbamoyl-4'-sulfamoyl-[1,1'-biphenyl]-3-yl)prop-2-yn-1-yl-3-methoxybenzoic acid